1,3-bis(1-butylimidazol-3-yl)benzene diiodide [I-].[I-].C(CCC)N1CN(C=C1)C1=CC(=CC=C1)N1CN(C=C1)CCCC